C(C)(C)(C)OC(=O)NCC1(CCN(CC1)C=1N=CC(=NC1)SC1=C(C(=NC=C1)NC1CC(C1)C(=O)OC)Cl)C (1S,3S)-Methyl 3-((4-((5-(4-(((tert-butoxycarbonyl)amino)methyl)-4-methylpiperidin-1-yl)pyrazin-2-yl)thio)-3-chloropyridin-2-yl)amino)cyclobutane-1-carboxylate